4-(2-(bis(2-ethoxyethyl)amino)ethoxy)-benzamide C(C)OCCN(CCOC1=CC=C(C(=O)N)C=C1)CCOCC